[Mg+2].[O-]P([O-])(=O)OP(=O)([O-])[O-].O=C1C(O)=C(O)[C@H](O1)[C@@H](O)CO.[Mg+2] L-Ascorbic acid diphosphate magnesium salt